C1(=CC=CC=C1)OP(OC1=CC=CC=C1)(=O)OP(=O)(OC1=CC=CC=C1)OC1=CC=CC=C1.C1(=CC=CC=C1)S(=O)(=O)C1=CC=CC=C1 diphenylsulfone tetraphenyl-diphosphate